4-Methoxybenzoylmethylcarbamate COC1=CC=C(C(=O)N(C([O-])=O)C)C=C1